ClC1=C(C=CC=C1OCCCN[C@@H](CO)C(=O)O)C=1C=C(NN2SC3=C(C2)C=CC=C3)C=CC1 N-(3-(2-chloro-3-(3-(((S)-1-carboxy-2-hydroxyethyl)amino)propoxy)phenyl)anilino)benzisothiazole